BrC(CCOCC(CO)(C)C)C1=CC(=CC=C1)Br 3-(3-bromo-3-(3-bromophenyl)propoxy)-2,2-dimethylpropan-1-ol